((1-acetyl-3-chloro-1H-indol-5-yl)(ethyl)amino)-2-((4-(4-ethylpiperazin-1-yl)phenyl)amino)pyrimidine-5-carbonitrile C(C)(=O)N1C=C(C2=CC(=CC=C12)N(CC)C1=NC(=NC=C1C#N)NC1=CC=C(C=C1)N1CCN(CC1)CC)Cl